2-(2-amino-5-chlorophenyl)acetic acid NC1=C(C=C(C=C1)Cl)CC(=O)O